6-(3-(benzo[d]oxazol-6-yl)-1,2,4-oxadiazol-5-yl)-2,2-diethylchroman-4-one O1C=NC2=C1C=C(C=C2)C2=NOC(=N2)C=2C=C1C(CC(OC1=CC2)(CC)CC)=O